[K].NC1=C(C(=NC(=C1F)C1=CC=C2C=CNC2=C1F)C(=O)O)Cl 4-amino-3-chloro-5-fluoro-6-(7-fluoro-1H-indol-6-yl)pyridine-2-carboxylic acid potassium